N-hydroxy-4-{[3-(3-methyl-4-oxo-3,4-dihydroquinazolin-6-yl)-5-(3,4-methylenedioxyphenyl)-1H-pyrazol-1-yl]methyl}benzamide ONC(C1=CC=C(C=C1)CN1N=C(C=C1C1=CC2=C(C=C1)OCO2)C=2C=C1C(N(C=NC1=CC2)C)=O)=O